ONCCCN(CCCCN(CCCN)C(CCCCCCCCCCCCC)=O)C(CCCCCCCCCCCCC)=O hydroxydimyristoyl-spermine